C(C)(C)(C)OC(NC1C2=CC=CC=C2CC12CCN(CC2)C=2N(C(C(=CN2)I)=O)C)=O (1'-(5-iodo-1-methyl-6-oxo-1,6-dihydropyrimidin-2-yl)-1,3-dihydro-spiro[indene-2,4'-piperidin]-1-yl)carbamic acid (S)-tert-butyl ester